Pentamethyl-Diethylenetriamine CN(CCN(CCN(C)C)C)C